(2R,3S)-2-(3-(5-bromo-4-nitro-1H-benzo[d]imidazol-1-yl)propyl)piperidin-3-ol dihydrochloride Cl.Cl.BrC1=C(C2=C(N(C=N2)CCC[C@H]2NCCC[C@@H]2O)C=C1)[N+](=O)[O-]